8-isopropyl-N-((8endo)-3-(3-methyl-1,2,4-oxadiazol-5-yl)-3-azabicyclo[3.2.1]octan-8-yl)-5-(2,2,2-trifluoroethoxy)-[1,2,4]triazolo[1,5-a]pyridin-2-amine C(C)(C)C=1C=2N(C(=CC1)OCC(F)(F)F)N=C(N2)NC2C1CN(CC2CC1)C1=NC(=NO1)C